3,6,6-trimethyl-4,7-dihydropyrazolo[5,1-c][1,4]oxazin CC=1C=NN2C1COC(C2)(C)C